C(C1CO1)CCC[Si](C)(C)C gamma-(2,3-epoxypropyl)propyl-trimethyl-silane